OC(CNC(=O)O)O dihydroxyethyl-Aminocarboxylic acid